6-(2-morpholinopyrimidin-5-yl)-3-phenyl-2,3-dihydropyrazolo[1,2-a]indazol-9(1H)-one O1CCN(CC1)C1=NC=C(C=N1)C=1C=CC=2C(N3N(C2C1)C(CC3)C3=CC=CC=C3)=O